(S)-(4-(4-chloropyrazolo[1,5-a]pyridin-2-yl)-6,7-dihydro-1H-imidazo[4,5-c]pyridin-5(4H)-yl)(6-(dimethylamino)pyrazolo[1,5-a]pyridin-3-yl)methanone ClC=1C=2N(C=CC1)N=C(C2)[C@H]2N(CCC1=C2N=CN1)C(=O)C=1C=NN2C1C=CC(=C2)N(C)C